C(=O)[C@H]1OC[C@@H]2OC3=C(CC[C@@H]21)C=CC(=C3C)C(=O)OC Methyl (1S,3aR,10aS)-1-formyl-5-methyl-1,3,3a,9,10,10a-hexahydrofuro[3,4-b][1]benzoxepin-6-carboxylate